BrC1=C(C=2C(NC=3N(C2C=C1C(F)(F)F)C=CN3)=O)C#N 7-bromo-5-oxo-8-(trifluoromethyl)-4,5-dihydroimidazo[1,2-a]quinazoline-6-carbonitrile